copper lithium phosphate P(=O)([O-])([O-])[O-].[Li+].[Cu+2]